COC=1C=CC=C2C(=NN(C12)CCCC(F)(F)F)B1OC(C(O1)(C)C)(C)C 7-methoxy-3-(4,4,5,5-tetramethyl-1,3,2-dioxaborolan-2-yl)-1-(4,4,4-trifluorobutyl)indazole